N-(6-(4-chloro-2-(hydroxymethyl)phenyl)imidazo[1,2-a]pyridin-2-yl)-2-fluorocyclopropane-1-carboxamide ClC1=CC(=C(C=C1)C=1C=CC=2N(C1)C=C(N2)NC(=O)C2C(C2)F)CO